CC(=C)CCCCCC t-2-Methyloctene